FC1=C2C(NN=C(C2=C(C=C1)F)C1=CC2=C(NC(=N2)NC(OCC(F)F)=O)C=C1)=O 2,2-Difluoroethyl (5-(5,8-difluoro-4-oxo-3,4-dihydrophthalazin-1-yl)-1H-benzimidazol-2-yl)carbamate